methyl 4-(1-(3-(benzyloxy)-2-(3-heptylureido)-3-oxopropyl)-1H-imidazol-4-yl)benzoate C(C1=CC=CC=C1)OC(C(CN1C=NC(=C1)C1=CC=C(C(=O)OC)C=C1)NC(=O)NCCCCCCC)=O